(14S)-8-tert-butyl-12,12-dimethyl-17-(pyrimidin-5-yl)-2λ6-thia-3,9,11,18,23-pentaazatetracyclo[17.3.1.111,14.05,10]tetracosa-1(22),5,7,9,19(23),20-hexaene-2,2,4-trione C(C)(C)(C)C1=CC=C2C(NS(C3=CC=CC(NC(CC[C@H]4CC(N(C2=N1)C4)(C)C)C=4C=NC=NC4)=N3)(=O)=O)=O